6-(((5-fluoro-2-((4-morpholinophenyl)amino)pyrimidin-4-yl)oxy)methyl)spiro[3.3]heptan-2-ol FC=1C(=NC(=NC1)NC1=CC=C(C=C1)N1CCOCC1)OCC1CC2(CC(C2)O)C1